COCC(CCCCCCCCCCCCCCCCCCC(C)C)(C)COC 1-methoxy-2-(methoxymethyl)-2,21-dimethyldocosane